C1(CC1)N1N=CC(=C1C1=NC=C(C(=N1)NCC1=CC=C(C=C1)C=1N(C=C(N1)C(F)(F)F)C)OC)C 2-(1-Cyclopropyl-4-methyl-1H-pyrazol-5-yl)-5-methoxy-N-(4-(1-methyl-4-(trifluoromethyl)-1H-imidazol-2-yl)benzyl)pyrimidin-4-amine